2-acetyl-6-(1-(2,6-bis(benzhydryl)-4-tert-butyl-phenylimino)ethyl)pyridine C(C)(=O)C1=NC(=CC=C1)C(C)=NC1=C(C=C(C=C1C(C1=CC=CC=C1)C1=CC=CC=C1)C(C)(C)C)C(C1=CC=CC=C1)C1=CC=CC=C1